((((2S,5R)-6-((S)-2-ethoxy-1-fluoro-2-oxoethoxy)-3-methyl-7-oxo-1,6-diazabicyclo[3.2.1]oct-3-ene-2-carboxamido) oxy) methyl)-4,4-difluoropyrrolidine-1-carboxylate C(C)OC([C@@H](ON1[C@@H]2C=C([C@H](N(C1=O)C2)C(=O)NOCOC(=O)N2CCC(C2)(F)F)C)F)=O